[OH-].OCCOCC[N+](C)(CCOCCO)CCOCCO tri((hydroxyethoxy)ethyl)methylammonium hydroxide